tert-butyl 8-(3-hydroxyphenyl)-3,8-diazabicyclo[3.2.1]octane-3-carboxylate OC=1C=C(C=CC1)N1C2CN(CC1CC2)C(=O)OC(C)(C)C